5-azido-1H-benzo[D]-imidazole N(=[N+]=[N-])C1=CC2=C(NC=N2)C=C1